BrC1=CC=C(C=C1)NC(C(CC1=CC=C(C=C1)Cl)NC(OC(C)(C)C)=O)=O tert-Butyl (1-((4-bromophenyl)amino)-3-(4-chlorophenyl)-1-oxopropan-2-yl)carbamate